decanoyloxybenzoic acid C(CCCCCCCCC)(=O)OC1=C(C(=O)O)C=CC=C1